C(CCC)C([O-])C.C(CCC)C([O-])C.C(CCC)C([O-])C.C(CCC)C([O-])C.[Zr+4] zirconium tetra(monobutyl-ethoxide)